(1S,3S)-3-((5-(3-(hydroxymethyl)thiophen-2-yl)-3-methylpyrazin-2-yl)oxy)cyclohexane OCC1=C(SC=C1)C=1N=C(C(=NC1)OC1CCCCC1)C